4-(benzylthio)-3-fluorobenzonitrile C(C1=CC=CC=C1)SC1=C(C=C(C#N)C=C1)F